CNC=1SC2=C(N1)C(CCC2)CNC N-methyl-4-((methylamino)methyl)-4,5,6,7-tetrahydrobenzo[d]thiazol-2-amine